5-(8-cyclopentyl-7-oxo-2-(4-(phenethylamino)piperidin-1-yl)-7,8-dihydropyrido[2,3-d]pyrimidin-6-yl)-2-fluorobenzaldehyde C1(CCCC1)N1C(C(=CC2=C1N=C(N=C2)N2CCC(CC2)NCCC2=CC=CC=C2)C=2C=CC(=C(C=O)C2)F)=O